C(C)(C)(C)OC(=O)N[C@@H](CC(C)C)C(=O)OC[C@@H](C)NC(=O)C1=CC2=CC=CC(=C2C=C1)OC1=CC=C(C=C1)C(F)(F)F (R)-2-(5-(4-(trifluoromethyl)phenoxy)-2-naphthamido)propyl (tert-butoxycarbonyl)-L-leucinate